COC(=O)C1=NNC2=NC=C(C=C21)C(F)(F)F 5-(trifluoromethyl)-1H-pyrazolo[3,4-b]Pyridine-3-carboxylic acid methyl ester